2,2-bis(allyloxymethyl)butan-1-ol tert-butyl-2-(2-formyl-5-(trifluoromethyl)phenoxy)-2-methylpropionate C(C)(C)(C)CC(C(=O)OCC(CC)(COCC=C)COCC=C)(C)OC1=C(C=CC(=C1)C(F)(F)F)C=O